N-[(3S)-1-methyl-2-oxo-5-phenyl-3H-1,4-benzodiazepin-3-yl]-1H-indole-2-carboxamide CN1C([C@H](N=C(C2=C1C=CC=C2)C2=CC=CC=C2)NC(=O)C=2NC1=CC=CC=C1C2)=O